4-(4-(6-(difluoromethyl)imidazo[1,2-b]pyridazin-3-yl)pyridin-2-yl)morpholine FC(C=1C=CC=2N(N1)C(=CN2)C2=CC(=NC=C2)N2CCOCC2)F